C(#N)C1=CC(=C(C=C1)COC1=CC=CC(=N1)C1=CC(=C(C=C1)CC=1N(C2=C(N1)C=CC(=C2)C(=O)OC)C[C@H]2OCC2)F)F methyl 2-[[4-[6-[(4-cyano-2-fluoro-phenyl)methoxy]-2-pyridyl]-2-fluoro-phenyl]methyl]-3-[[(2S)-oxetan-2-yl]methyl]benzimidazole-5-carboxylate